1-(8-(5-(((5-fluoro-2,3-dihydrobenzofuran-4-yl)methyl)amino)-[1,2,4]triazolo[4,3-c]pyrimidin-8-yl)-[1,2,4]triazolo[1,5-a]pyridin-5-yl)propan-1-ol FC=1C=CC2=C(CCO2)C1CNC1=NC=C(C=2N1C=NN2)C=2C=1N(C(=CC2)C(CC)O)N=CN1